FC1(CNCC1)COC=1C=CC=NC1 5-((3-fluoropyrrolidin-3-yl)methoxy)pyridin